bis[2-(ethyldimethoxysilyl)1-phenyl-3-isopropyl-1,3-propanedione] platinum (II) [Pt+2].C(C)[Si](C(C(=O)C1=CC=CC=C1)C(=O)C(C)C)(OC)OC.C(C)[Si](C(C(=O)C1=CC=CC=C1)C(=O)C(C)C)(OC)OC